N-(bicyclo[1.1.1]pentan-1-yl)-6-(4-fluorophenyl)-4-hydroxy-1-(2-(4-methylpiperazin-1-yl)ethyl)-2-oxo-1,2-dihydro-1,8-naphthyridine-3-carboxamide C12(CC(C1)C2)NC(=O)C=2C(N(C1=NC=C(C=C1C2O)C2=CC=C(C=C2)F)CCN2CCN(CC2)C)=O